diammonium lauramide C(CCCCCCCCCCC)(=O)N.[NH4+].[NH4+]